dimethyl-formamide Ethyl-2-((2-amino-5-bromophenyl)amino)acetate C(C)OC(CNC1=C(C=CC(=C1)Br)N)=O.CN(C=O)C